N1N=CC2=CC(=CC=C12)C(=O)N1CC=2C(CC1)=C(N(N2)C)C2=CC=CC=C2 (1H-indazol-5-yl)(2-methyl-3-phenyl-2,4,5,7-tetrahydro-6H-pyrazolo[3,4-c]pyridin-6-yl)methanone